pyrazolo[3,4-d]-pyrimidine-2-carbonitrile N=1N(C=C2C1N=CN=C2)C#N